O=C1NC(CCC1N1C(C2=CC=CC(=C2C1=O)NCC1=C(C=C(CN2CC(C2)C=2C=C(C#N)C=CC2)C=C1)F)=O)=O 3-(1-(4-((2-(2,6-dioxopiperidin-3-yl)-1,3-dioxoisoindolin-4-ylamino)methyl)-3-fluorobenzyl)azetidin-3-yl)benzonitrile